The molecule is an N-acylglycine in which the acyl group is specified as 2-pyridylacetyl. It has a role as a metabolite. It is a member of pyridines and a N-acylglycine. C1=CC=NC(=C1)CC(=O)NCC(=O)O